C1(C=CC=2CCCCC12)[Ru] 4,5,6,7-tetrahydroindenyl-ruthenium